ClC1=C(C=C(C=C1)N[C@@H]1CN(CCC1)C1CCN(CC1)C(=O)OC(C)(C)C)C(N(C)C)=O (S)-tert-butyl 3-(4-chloro-3-(dimethylcarbamoyl)phenylamino)-1,4'-bipiperidine-1'-carboxylate